ClC=1C=NC=C(C1[C@@H](C)OC=1C=C2C(=NN(C2=CC1)C1OCCCC1)C=1C=C(C(=NC1)N1CC(C1)(O)C)F)Cl [5-[5-[(1R)-1-(3,5-dichloro-4-pyridinyl)ethoxy]-1-tetrahydropyran-2-yl-indazol-3-yl]-3-fluoro-2-pyridinyl]-3-methyl-azetidin-3-ol